C(CN(CC(=O)O)CC(=O)O)N(CC(O)=N)CC(=O)O (ethylenediaminetetraacetic acid) imin